benzyl ((S)-((R)-3,3-difluorocyclohexyl)(2-(((3R,5R)-2-oxo-5-(trifluoromethyl)piperidin-3-yl)methyl)imidazo[1,2-b][1,2,4]triazin-6-yl)methyl)carbamate FC1(C[C@@H](CCC1)[C@@H](C=1N=C2N(N=C(C=N2)C[C@@H]2C(NC[C@@H](C2)C(F)(F)F)=O)C1)NC(OCC1=CC=CC=C1)=O)F